C(C1=CC=CC=C1)OC[C@H]1CNCC=2N1N=C(C2)C2=CC=C(C=C2)F |r| (7RS)-7-[(benzyloxy)methyl]-2-(4-fluorophenyl)-4,5,6,7-tetrahydropyrazolo[1,5-a]pyrazine